(S)-N-((1-isopropylpyrrolidin-2-yl)methyl)-10-methyl-2-(1-methyl-1H-pyrazol-4-yl)-1-oxo-1,2-dihydropyrazino[1,2-a]indole-4-carboxamide C(C)(C)N1[C@@H](CCC1)CNC(=O)C1=CN(C(C=2N1C=1C=CC=CC1C2C)=O)C=2C=NN(C2)C